(E)-3-Butenoic acid C(CC=C)(=O)O